BrC=1C(=C(C=CC1)C(C(F)(F)F)N(C(CN1C(C2=CC=CC=C2C1=O)=O)=O)C1CC1)F N-[1-(3-bromo-2-fluoro-phenyl)-2,2,2-trifluoro-ethyl]-N-cyclopropyl-2-(1,3-dioxoisoindolin-2-yl)acetamide